N-methyl-D-homophenylalanine CN[C@H](CCC1=CC=CC=C1)C(=O)O